C(=C)C(=C)CCl 2-vinyl-3-chloropropene